N[C@H](C(=O)NC)C(C)(C)C (2S)-2-amino-N,3,3-trimethylbutanamide